NC=1C=2N(C=CN1)C(=NC2C2=C(C=C(C=C2)OC2=CC=CC=C2)F)[C@@H]2CC[C@@H](OC2)CO ((2R,5S)-5-(8-amino-1-(2-fluoro-4-phenoxyphenyl)imidazo[1,5-a]pyrazin-3-yl)tetrahydro-2H-pyran-2-yl)methanol